CN1N=C(C=C1)CC=1C(=CC2=C(C(NN=C2)=O)N1)S(=O)(=O)C1=CC=CC=C1 ((1-methyl-1H-pyrazol-3-yl)methyl)-3-(phenylsulfonyl)pyrido[2,3-d]pyridazin-8(7H)-one